(1R,2S,3R,5R)-3-(4-Amino-5-ethyl-7H-pyrrolo[2,3-d]pyrimidin-7-yl)-5-(((3-(phenethylamino)propyl)amino)methyl)cyclopentane-1,2-diol NC=1C2=C(N=CN1)N(C=C2CC)[C@H]2[C@@H]([C@@H]([C@H](C2)CNCCCNCCC2=CC=CC=C2)O)O